(R)-N-(3'-(3-formyl-1,7-naphthyridin-8-ylamino)-2,2'-dimethylbiphenyl-3-yl)-5-((3-hydroxypyrrolidin-1-yl)methyl)-1-methyl-2-oxo-1,2-dihydropyridine-3-carboxamide C(=O)C=1C=NC2=C(N=CC=C2C1)NC=1C(=C(C=CC1)C1=C(C(=CC=C1)NC(=O)C=1C(N(C=C(C1)CN1C[C@@H](CC1)O)C)=O)C)C